(R)-4,4-difluoro-3-(pyridin-4-yl)cyclohexan-1-one FC1([C@H](CC(CC1)=O)C1=CC=NC=C1)F